COC1=C(CN(C2=NC(=NN3C2=NC=C3C(C3CCN(CC3)C(=O)OC(C)(C)C)O)OC=3SC(=CN3)C)CC3=C(C=C(C=C3)OC)OC)C=CC(=C1)OC Tert-butyl 4-((4-(bis(2,4-dimethoxybenzyl)amino)-2-((5-methylthiazol-2-yl)oxy)imidazo[2,1-f][1,2,4]triazin-7-yl)(hydroxy)methyl)piperidin-1-carboxylate